ethyl 2-(8-cyclopropyl-5-oxothieno[3',2':4,5]pyrrolo[1,2-d][1,2,4]triazin-6(5H)-yl)acetate C1(CC1)C1=NN(C(C=2N1C1=C(C2)C=CS1)=O)CC(=O)OCC